methyl 3-(4-cyano-3-fluorophenyl)-7-fluoro-4-oxo-2-(2,4,6-trifluorophenyl)-2,3-dihydro-1H-quinoline-5-carboxylate C(#N)C1=C(C=C(C=C1)C1C(NC=2C=C(C=C(C2C1=O)C(=O)OC)F)C1=C(C=C(C=C1F)F)F)F